Deoxyuridine-3'-monophosphate P(=O)(O)(O)O[C@H]1C[C@@H](O[C@@H]1CO)N1C(=O)NC(=O)C=C1